C(CC)N(S(=O)(=O)C1=CC=C(C(=O)OCCCC(CC(=O)N(C=2C=CC=C3C=CC=NC23)C(=O)OC(C)(C)C)C[Si](C2=CC=CC=C2)(C)C)C=C1)CCC 6-[(tert-Butoxycarbonyl)(quinolin-8-yl)amino]-4-{[dimethyl(phenyl)silyl]methyl}-6-oxohexyl 4-(N,N-dipropylsulfamoyl)benzoate